5-((1R,2S)-2-Fluorocyclopropyl)-N-((1R,3r,5S)-8-((piperidin-4-ylmethyl)sulfonyl)-8-azabicyclo[3.2.1]octan-3-yl)isoxazole-3-carboxamide F[C@@H]1[C@H](C1)C1=CC(=NO1)C(=O)NC1C[C@H]2CC[C@@H](C1)N2S(=O)(=O)CC2CCNCC2